C(C)(=O)NCCOCCNC(=O)C1=CC2=C(N(C(=N2)NC=2SC3=C(N2)C=CC(=C3)OC(F)(F)F)C)C=C1 1-Methyl-2-(6-trifluoromethoxy-benzothiazol-2-ylamino)-1H-benzoimidazole-5-carboxylic acid [2-(2-acetylamino-ethoxy)-ethyl]-amide